C(C)(C)(C)OC(=O)N1CCC(CC1)C1=CC=C(C=C1)F 4-(4-fluorophenyl)piperidine-1-carboxylic acid tert-butyl ester